C1(=NC=CC2=CC=CC=C12)C1CC(C(O1)=O)=C 5-(isoquinolin-1-yl)-3-methylenedihydrofuran-2(3H)-one